3-{6-[(1-{[3-methyl-4-(trifluoromethyl)phenyl]carbamoyl}-D-prolyl)amino]pyridin-3-yl}benzoic acid CC=1C=C(C=CC1C(F)(F)F)NC(=O)N1[C@H](CCC1)C(=O)NC1=CC=C(C=N1)C=1C=C(C(=O)O)C=CC1